C([C@@H](C)O)O (2R)-1,2-propanediol